C(=O)(OCC1C2=CC=CC=C2C2=CC=CC=C12)N([C@@H](C)C(=O)O)C#N Nα-Fmoc-(S)-cyanoalanine